mercaptovinyl borate B(OC=CS)([O-])[O-]